CC1(OC(CN(C1)C(=O)OC(C)(C)C)C(=O)OC)C 4-(tert-butyl) 2-methyl 6,6-dimethylmorpholine-2,4-dicarboxylate